C1(CCCC1)[Si](Cl)(C)C cyclopentanyldimethylchlorosilane